6-(chloromethyl)-1-p-tolyl-1H-pyrazolo[3,4-d]pyrimidin-4-ol ClCC1=NC(=C2C(=N1)N(N=C2)C2=CC=C(C=C2)C)O